azetidin-3-carboxylic acid hydrochloride Cl.N1CC(C1)C(=O)O